2,2'-dimethoxy-4,4'-divinyl-biphenyl COC1=C(C=CC(=C1)C=C)C1=C(C=C(C=C1)C=C)OC